CN1C=C(C=CC1=O)C(=O)Cl 1-methyl-6-oxo-1,6-dihydropyridine-3-carbonyl chloride